COC=1C=C(C=CC1OC)C=1NC2=CC=C(C=C2C1C(C)C)N1CCC(CC1)N1CCNCC1 2-(3,4-dimethoxyphenyl)-3-isopropyl-5-(4-(piperazin-1-yl)piperidin-1-yl)-1H-indole